C(C)(C)(C)OC(NC(C(=O)NC1=C(C(=C(C=C1)Cl)Cl)C(C1=C(C=CC(=C1)OC)F)=O)C)=O N-[2-[3,4-dichloro-2-(2-fluoro-5-methoxy-benzoyl)anilino]-1-methyl-2-oxo-ethyl]carbamic acid tert-butyl ester